FC1(CCC(CC1)[C@H](NC(=O)C1=CC=NN1C(C)C)C1=NC2=C(N1)C=CC(=C2)[C@@H](C)NC(CC(C(F)(F)F)C(F)(F)F)=O)F N-((S)-(4,4-Difluorocyclohexyl)(5-((R)-1-(4,4,4-trifluoro-3-(trifluoromethyl)butanamido)ethyl)-1H-benzo[d]imidazol-2-yl)methyl)-1-isopropyl-1H-pyrazole-5-carboxamide